(S)-N-(2-methoxyphenyl)-N-(1-(3-(5,6,7,8-tetrahydro-1,8-naphthyridin-2-yl)propyl)pyrrolidine-3-carbonyl)glycine methyl ester COC(CN(C(=O)[C@@H]1CN(CC1)CCCC1=NC=2NCCCC2C=C1)C1=C(C=CC=C1)OC)=O